N-(2-fluoro-2-methylpropyl)-5-(3-(2,2-difluoroethyl)-2-methyl-3H-imidazo[4,5-b]pyridin-5-yl)pyrrolo[2,1-f][1,2,4]triazin-2-amine FC(CNC1=NN2C(C=N1)=C(C=C2)C2=CC=C1C(=N2)N(C(=N1)C)CC(F)F)(C)C